(S)-2-hydroxy-2-phenylethyl (1R,6S)-2,2,6-trimethylcyclohexane-1-carboxylate CC1([C@@H]([C@H](CCC1)C)C(=O)OC[C@H](C1=CC=CC=C1)O)C